methyl 3-{N-[3-(dimethylamino)propyl]octane-1-sulfonamido}dodecanoate Methyl-3-{[3-(dimethylamino)propyl]amino}dodecanoate COC(CC(CCCCCCCCC)NCCCN(C)C)=O.CN(CCCN(S(=O)(=O)CCCCCCCC)C(CC(=O)OC)CCCCCCCCC)C